OC(COC(C(=O)O)=O)CO 2-(2,3-dihydroxypropoxy)-2-oxoacetic acid